C(#N)C(C)(C)C1=CC(=NC=C1)C(=O)NC=1C=NC(=C(C1)C=1C=NC2=CC(=NC=C2C1)NCC)C 4-(2-cyanoprop-2-yl)-N-(5-(7-(ethylamino)-1,6-naphthyridin-3-yl)-6-methylpyridin-3-yl)picolinamide